chromium (III) pyrrolide [N-]1C=CC=C1.[Cr+3].[N-]1C=CC=C1.[N-]1C=CC=C1